6-Cyclobutoxy-4-((3-(4-(5-(trifluoromethyl)pyrimidin-2-yl)piperazin-1-yl)benzo[d]isoxazol-5-yl)methyl)phthalazin-1(2H)-one C1(CCC1)OC=1C=C2C(=NNC(C2=CC1)=O)CC=1C=CC2=C(C(=NO2)N2CCN(CC2)C2=NC=C(C=N2)C(F)(F)F)C1